2-(3-(((1R,2S,3S,5R)-2-fluoro-8-azabicyclo[3.2.1]oct-6-en-3-yl)oxy)-1,2,4-triazin-6-yl)-5-(1H-1,2,3-triazol-1-yl)phenol F[C@H]1[C@H]2C=C[C@@H](C[C@@H]1OC=1N=NC(=CN1)C1=C(C=C(C=C1)N1N=NC=C1)O)N2